3,5,6,7-tetrahydro-4H-cyclopenta[4,5]thieno[2,3-d]pyrimidine-4-one N1=CNC(C2=C1SC1=C2CCC1)=O